4,4'-difluoro-benzophenone FC1=CC=C(C(=O)C2=CC=C(C=C2)F)C=C1